C(C)(C)(C)N(C(O)=O)CC#CC1=CC/2=C(N(C(=N\C2=N/[C@H](C)C2=C(C(=CC=C2)C(F)F)F)C)C)C=N1.C(=O)(OC(C)(C)C)N[C@@H](C(C)C)C(=O)O Bocvaline tert-butyl-(R,Z)-(3-(4-((1-(3-(difluoromethyl)-2-fluorophenyl)ethyl)imino)-1,2-dimethyl-1,4-dihydropyrido[3,4-d]pyrimidin-6-yl)prop-2-yn-1-yl)carbamate